C(CCCCCCCCC)(=O)[C@](O)(C[N+](C)(C)C)CC([O-])=O (decanoyl)-L-carnitine